(2R)-piperazine-1,2-dicarboxylic acid 1-tert-butyl 2-methyl ester COC(=O)[C@@H]1N(CCNC1)C(=O)OC(C)(C)C